(R)-1-(4-((1-(3-cyano-2-methylphenyl)ethyl)amino)-7-methoxy-2-methylquinazolin-6-yl)-N,N-dimethylpiperidin-4-amide C(#N)C=1C(=C(C=CC1)[C@@H](C)NC1=NC(=NC2=CC(=C(C=C12)N1CCC(CC1)C(=O)N(C)C)OC)C)C